FC(C=1C=C(CN2C=CC3=CC(=CC=C23)N)C=CC1)(F)F 1-(3-(Trifluoromethyl)benzyl)-1H-indol-5-amine